6-((cis-3-hydroxy-3-methylcyclobutyl)methoxy)-4-(6-(6-((6-methoxypyridin-3-yl)methyl)-3,6-diazabicyclo[3.1.1]heptan-3-yl)pyridin-3-yl)pyrazolo[1,5-a]pyridine-3-carbonitrile OC1(CC(C1)COC=1C=C(C=2N(C1)N=CC2C#N)C=2C=NC(=CC2)N2CC1N(C(C2)C1)CC=1C=NC(=CC1)OC)C